CN1C=NC=C1C1=NC(=NC=C1)C(=O)NC1CC2(COC2)C1 4-(1-methyl-1H-imidazol-5-yl)-N-(2-oxaspiro[3.3]heptan-6-yl)pyrimidine-2-carboxamide